ClC1=C(C(=C2C3CCC(C2=C1)CC3)CO)OC (5-Chloro-4-methoxytricyclo[6.2.2.02,7]dodeca-2,4,6-trien-3-yl)methanol